6-[(2R,4S)-4-fluoro-2-[5-fluoro-2-(methylsulfanyl)phenyl]pyrrolidin-1-yl]-N-{1-[(4-fluoro-3-hydroxyphenyl)methyl]azetidin-3-yl}imidazo[1,2-b]pyridazine-3-carboxamide F[C@H]1C[C@@H](N(C1)C=1C=CC=2N(N1)C(=CN2)C(=O)NC2CN(C2)CC2=CC(=C(C=C2)F)O)C2=C(C=CC(=C2)F)SC